(3S,6S,9S,12S,15S)-6-(Aminomethyl)-15,16-dibutyl-9-cyclohexyl-3-(hydroxymethyl)-12-isobutyl-13-methyl-1,4,7,10,13,16-hexaazacyclooctadecane-2,5,8,11,14-pentaone NC[C@H]1C(N[C@H](C(NCCN([C@H](C(N([C@H](C(N[C@H](C(N1)=O)C1CCCCC1)=O)CC(C)C)C)=O)CCCC)CCCC)=O)CO)=O